FC=1C=CCC(C1C(=O)O)C(=O)O 6-fluoro-2,3-dihydro-phthalic acid